C[Si](CCOCN1N=CC(=C1)C(C)=O)(C)C 1-(1-{[2-(trimethylsilyl)ethoxy]methyl}-4-pyrazolyl)-1-ethanone